4'-fluoro-3-(2-tritylpyrazolo[4,3-b]pyridin-5-yl)oxy-spiro[cyclobutane-1,3'-indoline]-2'-one FC1=C2C3(C(NC2=CC=C1)=O)CC(C3)OC=3C=CC=1C(N3)=CN(N1)C(C1=CC=CC=C1)(C1=CC=CC=C1)C1=CC=CC=C1